CN1C=NC2=C1C(=C(C=C2)C)CNC(=O)C2=CSC(=C2)C(F)(F)F N-((1,6-dimethyl-1H-benzimidazol-7-yl)methyl)-5-(trifluoromethyl)-thiophene-3-carboxamide